COC1=NC(=C(C=C1NC=1N=C(C2=C(N1)NC=C2)NC=2C(=C1N=CC=NC1=CC2)P(C)(C)=O)C=2C=NN(C2)C)C2CCN(CC2)C (6-((2-((2-methoxy-5-(1-methyl-1H-pyrazol-4-yl)-6-(1-methyl-piperidin-4-yl)pyridin-3-yl)amino)-7H-pyrrolo[2,3-d]pyrimidin-4-yl)amino)quinoxalin-5-yl)dimethyl-phosphine oxide